OC1=CC2=C(C(CC(O2)C2=CC=C(C=C2)OC)=O)C=C1 2,3-dihydro-7-hydroxy-2-(4-methoxyphenyl)-4H-1-benzopyran-4-one